C(#N)C=1C=C(C=CC1F)NC(=O)N1CC=2C(=NN3C2C(N(C[C@@H](C3)C3=NOC=C3)C)=O)C[C@H]1C |o1:22| (3R,8S*)-N-(3-Cyano-4-fluorophenyl)-8-(isoxazol-3-yl)-3,10-dimethyl-11-oxo-3,4,8,9,10,11-hexahydro-1H-pyrido[4',3':3,4]pyrazolo[1,5-a][1,4]diazepine-2(7H)-carboxamide